C(=O)C1CCC(CC1)N1N=C2C=C(C(=CC2=C1)C=1C(=NC(=CC1)C(F)(F)F)C(=O)N)OC [2-(4-formylcyclohexyl)-6-methoxy-indazol-5-yl]-6-(trifluoromethyl)pyridine-2-carboxamide